3-(2-((2,3-dihydro-1H-inden-2-yl)amino)pyrimidin-5-yl)-3-oxopropanenitrile C1C(CC2=CC=CC=C12)NC1=NC=C(C=N1)C(CC#N)=O